4-chloro-N-(3-methoxy-4-(3-(piperidin-1-yl)propoxy)phenyl)pyrimidin-2-amine ClC1=NC(=NC=C1)NC1=CC(=C(C=C1)OCCCN1CCCCC1)OC